BrC1=NN(C2=C(C=CC=C12)Cl)C1OCCCC1 3-bromo-7-chloro-1-(oxan-2-yl)indazole